1-[(2RS,3RS,8aRS)-2,3,8,8-tetramethyl-1,2,3,5,6,7,8,8a-octahydro-2-naphthalenyl]ethanone C[C@]1(C[C@@H]2C(CCCC2=C[C@H]1C)(C)C)C(C)=O |r|